[Ni](Cl)Cl.FC(OC1=NC=CC(=C1)C(NC(OC(C)(C)C)=O)([2H])[2H])F tert-butyl N-{[2-(difluoromethoxy)pyridin-4-yl](2H2)methyl}carbamate Nickel (II) Chloride